3-chloro-2,6-difluoro-N-(6-fluoropyridin-2-yl)-4-(3-((methyl(neopentyl)amino)methyl)pyrrolidin-1-yl)benzenesulfonamide ClC=1C(=C(C(=CC1N1CC(CC1)CN(CC(C)(C)C)C)F)S(=O)(=O)NC1=NC(=CC=C1)F)F